C(CCCCCCCCCCCCCCC)S palmitylmercaptan